4-(6-((diphenylmethylene)amino)pyridazin-3-yl)piperazine C1(=CC=CC=C1)C(C1=CC=CC=C1)=NC1=CC=C(N=N1)N1CCNCC1